OC1=CC=C(CC(C(=O)O)C)C=C1 4-hydroxybenzyl-propionic acid